FC1=CC2=C(C=C1C=1C=NNC1)COC1=NC(=CC=C12)N(C1CC(NC(C1)(C)C)(C)C)C 9-fluoro-N-methyl-8-(1H-pyrazol-4-yl)-N-(2,2,6,6-tetramethylpiperidin-4-yl)-6H-isochromeno[3,4-b]pyridin-3-amine